(R)-6-fluoro-8-methyl-7-((4-(methylsulfonyl)phenyl)(pyridin-4-yl)methoxy)chroman-4-one FC=1C=C2C(CCOC2=C(C1O[C@@H](C1=CC=NC=C1)C1=CC=C(C=C1)S(=O)(=O)C)C)=O